2H-naphthol C1(CC=CC2=CC=CC=C12)O